CN(CCN(C1=CC(=C(C=C1[N+](=O)[O-])NC1=CC(=NC=N1)NC1=C(C=CC=C1)N(S(=O)(=O)C)C)OC)C)C N-(2-((6-((4-((2-(dimethylamino)ethyl)(methyl)amino)-2-methoxy-5-nitrophenyl)amino)pyrimidin-4-yl)amino)phenyl)-N-methylmethanesulfonamide